N-(2-(6-amino-8-((6-(dimethylamino)benzo[d][1,3]dioxol-5-yl)thio)-9H-purin-9-yl)ethyl)acetamide NC1=C2N=C(N(C2=NC=N1)CCNC(C)=O)SC1=CC2=C(OCO2)C=C1N(C)C